S-[2-({(1R)-1-[1-benzyl-4-(2,5-difluorophenyl)-1H-pyrrol-2-yl]-2,2-dimethylpropyl}{[(3R)-1-(tert-butoxycarbonyl)pyrrolidin-3-yl]methyl}amino)-2-oxoethyl]-L-cysteine C(C1=CC=CC=C1)N1C(=CC(=C1)C1=C(C=CC(=C1)F)F)[C@@H](C(C)(C)C)N(C(CSC[C@H](N)C(=O)O)=O)C[C@@H]1CN(CC1)C(=O)OC(C)(C)C